N-[1-(5-cyanopyrazin-2-yl)ethyl]-2-(5,6-difluoro-2-oxo-1H-quinolin-3-yl)acetamide C(#N)C=1N=CC(=NC1)C(C)NC(CC=1C(NC2=CC=C(C(=C2C1)F)F)=O)=O